(4-(4-amino-6-(2-ethynylpyrimidin-5-yl)-7-methyl-7H-pyrrolo[2,3-d]pyrimidin-5-yl)phenyl)(pyrrolidin-1-yl)methanone NC=1C2=C(N=CN1)N(C(=C2C2=CC=C(C=C2)C(=O)N2CCCC2)C=2C=NC(=NC2)C#C)C